FC(C1=CC(=NC=C1F)O[C@@H]1C(CN(C1)C=1C=2N(N=C(C1)C=1C=NC=NC1)C(=CN2)F)(F)F)F (S)-5-(8-(4-((4-(difluoromethyl)-5-fluoropyridin-2-yl)oxy)-3,3-difluoropyrrolidin-1-yl)-3-fluoroimidazo[1,2-b]pyridazin-6-yl)pyrimidine